FC=1C=C(CN2N=CC(=C2)CNC2=NC=3N([C@H](C(N(C3C=N2)CC)=O)CCO)CC)C=C(C1OC)F (7S)-2-(((1-(3,5-difluoro-4-methoxybenzyl)-1H-pyrazol-4-yl)methyl)amino)-5,8-diethyl-7-(2-hydroxyethyl)-7,8-dihydropteridin-6(5H)-one